9,9-dimethyl-N-(4-(phenanthren-3-yl)phenyl)-9H-fluoren-2-amine CC1(C2=CC=CC=C2C=2C=CC(=CC12)NC1=CC=C(C=C1)C=1C=CC=2C=CC3=CC=CC=C3C2C1)C